2,3,4,5-tetrafluoro-N-(3-fluoro-4-methoxyphenyl)-N-(4-methoxybenzyl)-6-methylbenzenesulfonamide FC1=C(C(=C(C(=C1F)F)F)C)S(=O)(=O)N(CC1=CC=C(C=C1)OC)C1=CC(=C(C=C1)OC)F